CC1=NC2=C3C(=C(C=C2C(=N1)N[C@H](C)C1=CC(=CC=C1)C(F)(F)F)O)N(N=C3)C 2,7-dimethyl-4-{[(1R)-1-[3-(trifluoromethyl)phenyl]ethyl]amino}-7H-pyrazolo[3,4-h]quinazolin-6-ol